1,1,2,2-tetrafluoroethyl ethyl ether C(C)OC(C(F)F)(F)F